O1C(CCC1)C(C)(C)C1OCCC1 bis-tetrahydrofuranylpropane